1-(4-(4-amino-1-cyclopropyl-1H-pyrazolo[3,4-d]pyrimidin-3-yl)-2-fluorophenyl)-3-(3-(hydroxymethyl)isoxazol-5-yl)urea NC1=C2C(=NC=N1)N(N=C2C2=CC(=C(C=C2)NC(=O)NC2=CC(=NO2)CO)F)C2CC2